BrC1=CC=C(C2=CC=CC=C12)C(C)=O 1-(1-Bromonaphthalen-4-yl)ethanone